C(C)(C)(C)OC(=O)N1C[C@H](CC1)[C@@H](C(=O)OC(C)(C)C)CC1=CC2=C(S1)C=C(C=C2)C=O.FCCC[Si](OC)(OC)C fluoropropyl-methyldimethoxysilane tert-butyl-(R)-3-((S)-1-(tert-butoxy)-3-(6-formylbenzo[b]thiophen-2-yl)-1-oxopropane-2-yl)pyrrolidine-1-carboxylate